(S)-1-(5-methyl-2-((tetrahydro-furan-3-yl)amino)pyrimidin-4-yl)-N-(3-tert-butylbenzyl)-1H-imidazole-4-carboxamide CC=1C(=NC(=NC1)N[C@@H]1COCC1)N1C=NC(=C1)C(=O)NCC1=CC(=CC=C1)C(C)(C)C